6-CHLORO-3-METHOXYPYRIDINE-2-CARBOXALDEHYDE ClC1=CC=C(C(=N1)C=O)OC